N1=CC(=CC=C1)CN1N=C(C=C1)C=1C=C(C=CC1NCCC#N)C1=CC=CC=C1 3-((3-(1-(pyridin-3-ylmethyl)-1H-pyrazol-3-yl)-[1,1'-biphenyl]-4-yl)amino)propanenitrile